ClC=1C=C(C=CC1C=1SC=C(C1)C1=CC(=NC=C1)C(C)(C)O)C(=O)N1CCC(CC1)O (3-chloro-4-(4-(2-(2-hydroxypropan-2-yl)pyridin-4-yl)thiophen-2-yl)phenyl)(4-hydroxypiperidin-1-yl)methanone